C1(CCCCC1)C1=C(C=C(C=C1)C=1NC=2N(C(C1)=O)N=C(C2C(=O)N2CC(C2)CF)C2=NC=CN=C2)F 5-(4-Cyclohexyl-3-fluorophenyl)-3-(3-(fluoromethyl)azetidine-1-carbonyl)-2-(pyrazin-2-yl)pyrazolo[1,5-a]pyrimidin-7(4H)-one